N-(5-((6-((S)-3-benzylisoxazolidine-2-yl)pyrimidine-4-yl)amino)-2-((1R,4R)-5-ethyl-2,5-diazabicyclo[2.2.1]heptane-2-yl)-4-methoxyphenyl)acrylamide C(C1=CC=CC=C1)[C@@H]1N(OCC1)C1=CC(=NC=N1)NC=1C(=CC(=C(C1)NC(C=C)=O)N1[C@H]2CN([C@@H](C1)C2)CC)OC